2-chloro-6-(1-(tetrahydro-2H-pyran-4-yl)propoxy)pyrazine ClC1=NC(=CN=C1)OC(CC)C1CCOCC1